C(C)(C)(C)OC(=O)N(C(OC(C)(C)C)=O)C1=NC=CC2=CC(=CC=C12)CNC(=O)OCC[Si](C)(C)C tert-Butyl N-tert-butoxycarbonyl-N-[6-[(2-trimethylsilylethoxycarbonylamino)methyl]-1-isoquinolyl]carbamate